5-fluoro-4-(3-methyl-5-nitro-indol-1-yl)-N-(4-morpholinophenyl)pyrimidin-2-amine FC=1C(=NC(=NC1)NC1=CC=C(C=C1)N1CCOCC1)N1C=C(C2=CC(=CC=C12)[N+](=O)[O-])C